FC(CN1N=C(C(=C1)C1=NC=NC2=CC(=C(C=C12)C(C)(C)O)OC)C1=CC=CC=C1)F 2-(4-(1-(2,2-difluoroethyl)-3-phenyl-1H-pyrazol-4-yl)-7-methoxyquinazolin-6-yl)propan-2-ol